FC(OC=1C=C(C=NC1)N1[C@H]([C@H](CC1)NS(=O)(=O)C)CO[C@@H]1CC[C@@H](CC1)C1=CC=CC=C1)F N-((2R,3S)-1-(5-(difluoromethoxy)pyridin-3-yl)-2-((((CIS)-4-phenylcyclohexyl)oxy)methyl)pyrrolidin-3-yl)methanesulfonamide